(2R,3S,4S)-4-hydroxy-2-[(4-methoxyphenyl)methyl]pyrrolidin-3-yl N-[(2-fluoropyridin-4-yl)methyl]carbamate FC1=NC=CC(=C1)CNC(O[C@H]1[C@H](NC[C@@H]1O)CC1=CC=C(C=C1)OC)=O